FC=1C=C(CC=2C=NN(C2)C(=O)N[C@@H]2C(N(C3=C(OC2)C=CC(=C3)C(=O)OC)C)=O)C=CC1 methyl (S)-3-(4-(3-fluorobenzyl)-1H-pyrazole-1-carboxamido)-5-methyl-4-oxo-2,3,4,5-tetrahydrobenzo[b][1,4]oxazepine-7-carboxylate